(5-Chloro-1-isopropyl-3-(5-methylisoxazol-3-yl)-1H-pyrazol-4-yl)(9-(3,3-dimethylbutyl)-3,9-diazaspiro[5.5]undecan-3-yl)methanone ClC1=C(C(=NN1C(C)C)C1=NOC(=C1)C)C(=O)N1CCC2(CC1)CCN(CC2)CCC(C)(C)C